vanadium aluminum sodium phosphate P(=O)([O-])([O-])[O-].[Na+].[Al+3].[V+5].P(=O)([O-])([O-])[O-].P(=O)([O-])([O-])[O-]